(tetrahydro-2H-pyran-4-yl)-8,9-dihydroimidazo[1',2':1,6]pyrido[2,3-d]pyrimidin-2-amine O1CCC(CC1)C=1C2=C(N=C(N1)N)N1C(C=C2)=NCC1